4-[2-cyclopropyl-1-[[(4,5-dichloro-1-methyl-1H-indol-2-yl)carbonyl]amino]ethyl]-benzoic acid C1(CC1)CC(NC(=O)C=1N(C2=CC=C(C(=C2C1)Cl)Cl)C)C1=CC=C(C(=O)O)C=C1